t-Butyl-cumylperoxid C(C)(C)(C)OOC(C)(C)C1=CC=CC=C1